2,2-difluoroethyl(trans-4-((4-(4-chloro-1H-pyrazol-3-yl)-5-cyanopyrimidin-2-yl)amino)cyclohexyl)(5-(2-methoxypyrimidin-5-yl)pyridin-2-yl)carbamate FC(COC(N(C1=NC=C(C=C1)C=1C=NC(=NC1)OC)[C@@H]1CC[C@H](CC1)NC1=NC=C(C(=N1)C1=NNC=C1Cl)C#N)=O)F